methyl di-(ethyl) phosphate P(=O)(OC)(OCC)OCC